NC=1C=2N(C(=CN1)C(=O)N1CCN(CC1)C)C(=NC2C2=CC=C(C1=CC=CC=C21)N(C(=O)N)C2=CC(=CC=C2)C(F)(F)F)C {4-[8-amino-3-methyl-5-(4-methylpiperazine-1-carbonyl)imidazo[1,5-a]pyrazin-1-yl]naphthalen-1-yl}-1-[3-(trifluoromethyl)phenyl]urea